3-(4-fluorophenyl)-1-propyl-1H-indole FC1=CC=C(C=C1)C1=CN(C2=CC=CC=C12)CCC